ClC1=CC(=C(N)C=C1C(=C)C)F 4-chloro-2-fluoro-5-(prop-1-en-2-yl)aniline